dimethyltin di-Acetate C(C)(=O)[O-].C(C)(=O)[O-].C[Sn+2]C